ClC=1C=C(C=CC1Cl)N1N=C(CC1)NC(CC1CNCCO1)=O N-(1-(3,4-dichlorophenyl)-4,5-dihydro-1H-pyrazol-3-yl)-2-(morpholin-2-yl)acetamide